5-(benzylthio)-N-cyclopropyl-N-methylpyridin-3-amine C(C1=CC=CC=C1)SC=1C=C(C=NC1)N(C)C1CC1